C(C)(C)(C)OC(CCCCCCCCCCCCCCCCCCC(=O)O)=O 20-(t-butoxy)-20-oxoeicosanoic acid